FC(C=1N=C(OC1C(=O)N1[C@@H](C2=C(CC1)NC=N2)C=2OC1=C(N2)C=CC=C1F)[C@@H](C)O)F (4-(difluoromethyl)-2-((R)-1-hydroxyethyl)oxazol-5-yl)((S)-4-(7-fluorobenzo[d]oxazol-2-yl)-6,7-dihydro-1H-imidazo[4,5-c]pyridin-5(4H)-yl)methanone